C(C)(C)(C)OC(=O)N[C@H](C(=O)OC(C)(C)C)CNC(C)C1=CC2=C(OCO2)C=C1[N+](=O)[O-] tert-Butyl (2S)-2-[(tert-butoxycarbonyl)amino]-3-{[1-(6-nitrobenzo[d][1,3]dioxol-5-yl)ethyl]amino}propanoate